C(C)OC(=O)C=1O[C@]([C@H](C1C1=C(C(=C(C=C1)F)C)O)C)(C(F)(F)F)C |r| rac-(4S,5R)-3-(4-fluoro-2-hydroxy-3-methylphenyl)-4,5-dimethyl-5-(trifluoromethyl)-4,5-dihydrofuran-2-carboxylic acid ethyl ester